N-[4-(bromomethyl)phenyl]-5-ureido-pentanamide BrCC1=CC=C(C=C1)NC(CCCCNC(=O)N)=O